(1S,3S,4R)-rel-3-amino-7-azabicyclo[2.2.1]heptane-7-carboxylic acid tert-butyl ester C(C)(C)(C)OC(=O)N1[C@@H]2C[C@@H]([C@H]1CC2)N |o1:8,10,11|